[Ag]Cl.[O-2].[O-2].[Ti+4] titanium dioxide silver chloride